ClC1=C(CNC(=O)[C@@]2(C=3C=CC=NC3[C@H](CC2)F)F)C=CC=C1Cl (5R,8S)-N-(2,3-dichlorobenzyl)-5,8-difluoro-5,6,7,8-tetrahydroquinoline-5-carboxamide